C(#N)[C@H](CC1=CC=C(C=C1)C=1C=CC2=C(N(C(O2)=O)C)C1)NC(=O)[C@H]1OCCCN(C1)C(=O)[O-] (S)-2-({(1S)-1-cyano-2-[4-(3-methyl-2-oxo-2,3-dihydro-1,3-benzoxazol-5-yl)phenyl]ethyl}carbamoyl)-1,4-oxazepane-4-carboxylate